trimethylolpropane trimethacrylate (trimethylolpropanate) C(O)C(CC(=O)O)(CO)CO.C(C(=C)C)(=O)O.C(C(=C)C)(=O)O.C(C(=C)C)(=O)O.C(O)C(CC)(CO)CO